N1(CCCC1)CCN1N=CC(=C1)OB(O)O (1-(2-(pyrrolidin-1-yl)ethyl)-1H-pyrazol-4-yl)boric acid